3-hydroxy-6-(4-(4-(pyrimidin-2-yl)piperazin-1-yl)butyl)picolinic acid methyl ester COC(C1=NC(=CC=C1O)CCCCN1CCN(CC1)C1=NC=CC=N1)=O